2'-(3-phenylpropyl)-2',3'-dihydrospiro[cyclohexane-1,1'-indene]-4-one C1(=CC=CC=C1)CCCC1C2(C3=CC=CC=C3C1)CCC(CC2)=O